3-isopropylimidazolium C(C)(C)[N+]1=CNC=C1